N[C@H](C(=O)N1[C@@H]([C@H]2C([C@H]2C1)(C)C)C(=O)O)CC1=CC=CC=C1 (1R,2S,5S)-3-[(2S)-2-amino-3-phenyl-propanoyl]-6,6-dimethyl-3-azabicyclo[3.1.0]hexane-2-carboxylic acid